N-(7-fluoro-2-methylimidazo[1,2-a]pyridin-6-yl)-4-(4-methyl-4,7-diazaspiro[2.5]octan-7-yl)-2,3-dihydro-1H-pyrrolo[2,3-b]pyridine-1-carboxamide 2,2,2-trifluoroacetate FC(C(=O)O)(F)F.FC1=CC=2N(C=C1NC(=O)N1CCC=3C1=NC=CC3N3CCN(C1(CC1)C3)C)C=C(N2)C